FC1=CC=C(C(=N1)O)B1OC(C(O1)(C)C)(C)C 6-fluoro-3-(4,4,5,5-tetramethyl-1,3,2-dioxaborolan-2-yl)pyridin-2-ol